BrC1=CN(C2=CC(=C(C=C2C1=O)[N+](=O)[O-])C)C(C)C 3-bromo-1-isopropyl-7-methyl-6-nitroquinolin-4(1H)-one